3-bromo-N-(2,4-dimethoxybenzyl)-5-nitrobenzenesulfonamide BrC=1C=C(C=C(C1)[N+](=O)[O-])S(=O)(=O)NCC1=C(C=C(C=C1)OC)OC